CC1(CC(CC(C1)C)(O)O)C 3,3,5-trimethylcyclohexanediol